IC1=CC=C(C=C1)C1(C(C(=CC(=C1)N1N=CN=N1)S(=O)(=O)[O-])C1=CC=C(C=C1)[N+](=O)[O-])S(=O)(=O)[O-] 3-(4-iodophenyl)-2-(4-nitrophenyl)-2H-5-tetrazolyl-1,3-benzenedisulfonate